6-[4-ethylsulfonyl-2-(trifluoromethyl)piperazin-1-yl]-4-[2-[(2-methylpyrimidin-4-yl)amino]-4-pyridinyl]-1H-pyridin-2-one C(C)S(=O)(=O)N1CC(N(CC1)C1=CC(=CC(N1)=O)C1=CC(=NC=C1)NC1=NC(=NC=C1)C)C(F)(F)F